CC=CC but-2-ene